C1(CCCC1)N1[C@@H](C(N(C=2C=NC(=NC12)NC1=C(C=C(C(=O)NC2CCN(CC2)C)C=C1)OC)C)=O)CC (R)-4-[(8-Cyclopentyl-7-ethyl-5,6,7,8-tetrahydro-5-methyl-6-oxo-2-pteridinyl)amino]-3-methoxy-N-(1-methyl-4-piperidinyl)benzamide